4-[[(6-chloropyridin-3-yl)methyl](3,3-dichloroprop-2-en-1-yl)amino]furan-2(5H)-one ClC1=CC=C(C=N1)CN(C1=CC(OC1)=O)CC=C(Cl)Cl